C(C)(C)(C)C=1C(=C(C=C(C1)CCC(=O)OCCCCCCCC)N1N=C2C(=N1)C=CC(=C2)Cl)O 2-(3-tert-butyl-2-hydroxy-5-(2-octyloxycarbonylethyl)phenyl)-5-chlorobenzotriazole